tert-butyl 2-(difluoromethyl)-6,7-dihydrothiazolo[5,4-c]pyridine-5(4H)-carboxylate FC(C=1SC=2CN(CCC2N1)C(=O)OC(C)(C)C)F